(S)-6-((1-(benzo[d][1,3]dioxol-5-yl)ethyl)amino)-3-isopropylpyrimidine-2,4(1h,3h)-dione O1COC2=C1C=CC(=C2)[C@H](C)NC2=CC(N(C(N2)=O)C(C)C)=O